ClC1=CC(=NC(=C1)OCC(F)(F)F)C#N 4-Chloro-6-(2,2,2-trifluoroethoxy)picolinonitrile